N5-((1R,3s,5S)-9-azabicyclo[3.3.1]nonan-3-yl)-N-(5-methyl-1H-pyrazol-3-yl)-1,6-naphthyridine-5,7-diamine [C@H]12CC(C[C@H](CCC1)N2)N(C=2C=1C=CC=NC1C=C(N2)N)C2=NNC(=C2)C